OC1CN(C1)CC1=C2C[C@@H](OC3=C(SC(C(N1)=O)=C32)C=3C=NNC3)C (S)-6-((3-hydroxyazetidin-1-yl)methyl)-4-methyl-2-(1H-pyrazol-4-yl)-5,7-dihydro-3-oxa-1-thia-7-azaacenaphthylen-8(4H)-one